C(C)C=1C(=CC2=C(N(C(N2)=O)[C@H]2CN(CCC2)C)C1)C=1C=C(C=2N(C1)N=CN2)OC (R)-6-Ethyl-5-(8-methoxy-[1,2,4]triazolo[1,5-a]pyridin-6-yl)-1-(1-methylpiperidin-3-yl)-1,3-dihydro-2H-benzo[d]imidazol-2-on